C1(CC1)S(=O)(=O)N1N=CC(=C1)C1=NC=CC(=N1)NC1=NC=C(C(=C1)NCC1CCC(CC1)N(C)C)C1=NN(C=C1)C(F)F N2-(2-(1-(Cyclopropylsulfonyl)-1H-pyrazol-4-yl)pyrimidin-4-yl)-5-(1-(difluoromethyl)-1H-pyrazol-3-yl)-N4-(((1r,4r)-4-(dimethylamino)cyclohexyl)methyl)pyridine-2,4-diamine